C1(CCCCC1)N(CCN(C)C)CC1=CC=C(C=C1)[C@H]1COC2=C(O1)C=CC=C2 N-cyclohexyl-N-{4-[(2S)-2,3-dihydro-1,4-benzodioxin-2-yl]benzyl}-N',N'-dimethylethane-1,2-diamine